4-[(2-hydroxy-6-oxocyclohex-1-en-1-yl)carbonyl]-6-methylpyridazin-3(2H)-one OC1=C(C(CCC1)=O)C(=O)C=1C(NN=C(C1)C)=O